BrC=1C=C(C2=CC(=CC=C2C1)OC1CC1)CCNC(C)=O N-(2-(3-bromo-7-cyclopropoxynaphthalene-1-yl)ethyl)acetamide